(R)-1'-(8-((2,3-dichlorophenyl)thio)imidazo[1,2-c]pyrimidin-5-yl)-5,7-dihydrospiro[cyclopenta[b]pyridine-6,4'-piperidin]-5-amine ClC1=C(C=CC=C1Cl)SC=1C=2N(C(=NC1)N1CCC3(CC1)[C@H](C=1C(=NC=CC1)C3)N)C=CN2